4-(3-methoxy-5-(trifluoromethyl)phenoxy)quinoline COC=1C=C(OC2=CC=NC3=CC=CC=C23)C=C(C1)C(F)(F)F